(S)-4-(5-(2,6-difluorophenyl)-3-ethyl-1,6-dihydropyrazolo[4,3-d]pyrido[4,3-f][1,3]diazepin-9-yl)-2-methylmorpholine FC1=C(C(=CC=C1)F)C=1NC2=C(C3=C(N1)C(=NN3)CC)C=C(N=C2)N2C[C@@H](OCC2)C